2-((1-(6-cyano-2-(isoindolin-2-yl)-3-methyl-4-oxo-3,4-dihydroquinazolin-8-yl)ethyl)amino)benzoic acid C(#N)C=1C=C2C(N(C(=NC2=C(C1)C(C)NC1=C(C(=O)O)C=CC=C1)N1CC2=CC=CC=C2C1)C)=O